ClC=1C(=C(C=CC1)NC1=NC=NC2=CC(=C(C=C12)N)C#C[C@]1(CN(CC1)C1COC1)C)F (S)-N4-(3-chloro-2-fluorophenyl)-7-((3-methyl-1-(oxetan-3-yl)pyrrolidin-3-yl)ethynyl)quinazoline-4,6-diamine